5H,6H,7H-cyclopenta[b]pyridine-2-carboxylic acid N1=C2C(=CC=C1C(=O)O)CCC2